tert-butyl (1S)-1-(hydroxymethyl)-2-oxa-5-azabicyclo[2.2.1]heptane-5-carboxylate OC[C@@]12OCC(N(C1)C(=O)OC(C)(C)C)C2